O1C(CCCC1)OC=1C=C2CCC=CC2=CC1 6-((tetrahydro-2H-pyran-2-yl)oxy)-3,4-dihydronaphthalene